1-(3-ethoxy-4-methoxyphenyl)-2-(methylsulfonyl)ethanone C(C)OC=1C=C(C=CC1OC)C(CS(=O)(=O)C)=O